4-((7-chloro-1,8-naphthyridin-3-yl)amino)piperidine-1-carboxylic acid tert-butyl ester C(C)(C)(C)OC(=O)N1CCC(CC1)NC=1C=NC2=NC(=CC=C2C1)Cl